(2-ethoxyethyl)-N-(4-(1-isopropyl-1H-pyrazol-4-yl)5-methylpyrimidin-2-yl)-1,2,3,4-tetrahydroisoquinolin-6-amine C(C)OCCC1NCCC2=CC(=CC=C12)NC1=NC=C(C(=N1)C=1C=NN(C1)C(C)C)C